C(C)C=1SC2=C(N1)C=C(N2C)C(=O)O.C(C)OC(=O)C2=CC=1N=CSC1N2C 4-methyl-4H-pyrrolo[3,2-d]thiazole-5-carboxylic acid ethyl ester (ethyl 4-methyl-4H-pyrrolo[3,2-d]thiazole-5-carboxylate)